N-[4-Fluoro-2-methyl-5-[1-(trifluoromethyl)pyrazol-4-yl]phenyl]pyrazolo[1,5-a]pyridine-3-carboxamide FC1=CC(=C(C=C1C=1C=NN(C1)C(F)(F)F)NC(=O)C=1C=NN2C1C=CC=C2)C